2-amino-6-((diphenyl(p-tolyl)methyl)amino)-N-(4-(hydroxymethyl)phenyl)hexanamide NC(C(=O)NC1=CC=C(C=C1)CO)CCCCNC(C1=CC=C(C=C1)C)(C1=CC=CC=C1)C1=CC=CC=C1